(2S,4S,5R,6R)-6-((1R,2R)-3-amino-1,2-dihydroxypropyl)-2-((4-(but-3-yn-1-yloxy)benzyl)thio)-4-hydroxy-5-(2-hydroxyacetamido)tetrahydro-2H-pyran-2-carboxylic acid NC[C@H]([C@@H](O)[C@H]1[C@@H]([C@H](C[C@@](O1)(C(=O)O)SCC1=CC=C(C=C1)OCCC#C)O)NC(CO)=O)O